FC(C1=C(C=CC=C1)N1C=CC2=CC(=CC=C12)C#N)(F)F 2-(trifluoromethyl)phenyl-1H-indole-5-carbonitrile